N-(2'-amino-5'H-spiro[isochroman-4,4'-thiazol]-6-yl)-2,4,6-triisopropylbenzenesulfonamide NC=1SCC2(N1)COCC1=CC=C(C=C12)NS(=O)(=O)C1=C(C=C(C=C1C(C)C)C(C)C)C(C)C